4-(4-cyclopropyl-3-methyl-5-oxo-4,5-dihydro-1H-1,2,4-triazol-1-yl)-2,5-difluorobenzoic acid tert-butyl ester C(C)(C)(C)OC(C1=C(C=C(C(=C1)F)N1N=C(N(C1=O)C1CC1)C)F)=O